N-(furan-2-ylmethyl)hydrazinecarbothioamide O1C(=CC=C1)CNC(=S)NN